2,5-dihydroxyl-3,6-dimethyl-1,4-benzoquinone OC=1C(C(=C(C(C1C)=O)O)C)=O